acetylenyl-trimethoxysilane C(#C)[Si](OC)(OC)OC